lauryl-triethanolamine aminopropionate NC(C(=O)O)C.C(CCCCCCCCCCC)C(N(CCO)CCO)CO